C(C)N1CCC(CC1)C1=CN=C(S1)C1=NNC(=C1C(C)C)C=1C(=C(C(N(C1)C)=O)C)C 5-(3-(5-(1-ethylpiperidin-4-yl)thiazol-2-yl)-4-isopropyl-1H-pyrazol-5-yl)-1,3,4-trimethylpyridin-2(1H)-one